C(C)(=O)N1[C@@H](CCC1)C=O (S)-1-acetylpyrrolidine-2-carboxaldehyde